2-(4,7-dihydro-5H-thieno[2,3-c]pyran-2-yl-5,5-d2)-4,4,5,5-tetramethyl-1,3,2-dioxaborolane S1C(=CC2=C1COC(C2)([2H])[2H])B2OC(C(O2)(C)C)(C)C